uranium-thorium helium 3-(3-methoxyphenyl)-1,2,4-thiadiazole COC=1C=C(C=CC1)C1=NSC=N1.[He].[Th].[U]